FC=1C=C2CCN(CC2=CC1)C(=O)C=1C=C(C=CC1)N1C2(OC3=C(C(NC1=O)C2)C=C(C=C3)C3=COC=C3)C 3-(3-(6-fluoro-1,2,3,4-tetrahydroisoquinoline-2-carbonyl)phenyl)-8-(furan-3-yl)-2-methyl-5,6-Dihydro-2H-2,6-methanobenzo[g][1,3,5]oxadiazocin-4(3H)-one